FC1=CC=C(C=C1)C(O)C1=CC=C(C=C1)C (4-fluorophenyl)(p-tolyl)methanol